C1(CC1)[C@H]1CN(CCN1)C=1N=NC(=CN1)C1=C(C=C(C=C1)C1=NSC=N1)OCOC 3-[4-[3-[(3S)-3-cyclopropylpiperazin-1-yl]-1,2,4-triazin-6-yl]-3-(methoxymethoxy)phenyl]-1,2,4-thiadiazole